NNC(=S)O[C@H]1CN(CC1)C=1N=NC=CC1 N-amino-1-{[(3R)-1-(pyridazin-3-yl)pyrrolidin-3-yl]oxy}methanethioamide